NC1=CC=2NC3=CC=CC=C3OC2C=C1 2-amino-phenoxazine